N-(5-(2-((3aR,5r,6aS)-2-(2,2,2-trifluoroethyl)octa-hydrocyclopenta[c]pyrrol-5-yl)ethoxy)-1H-indol-3-yl)isonicotinamide FC(CN1C[C@@H]2[C@H](C1)CC(C2)CCOC=2C=C1C(=CNC1=CC2)NC(C2=CC=NC=C2)=O)(F)F